tri(methanesulfonyloxy)benzene methyl-4-amino-3-hydroxy-benzoate COC(C1=CC(=C(C=C1)N)O)=O.CS(=O)(=O)OC=1C(=C(C=CC1)OS(=O)(=O)C)OS(=O)(=O)C